FC(C=1C=C(C=CC1)C1=C(NC=2C1=NC=CC2)C2=C(C=NC=C2)O)(F)F 4-{3-[3-(trifluoromethyl)phenyl]-1H-pyrrolo[3,2-b]pyridin-2-yl}pyridin-3-ol